Cl.CN(S(=O)(=O)NC=1C=C(C=NC1OCCCN1CCCCC1)C1=CC=2C3=C(C=NC2C=C1)N(C(C31CCC1)=O)C)C 8'-{5-[(Dimethylsulfamoyl)amino]-6-[3-(piperidin-1-yl)propoxy]pyridine-3-yl}-3'-methyl-2',3'-dihydrospiro[cyclobutane-1,1'-pyrrolo[2,3-c]quinoline]-2'-one hydrochloride